C(CC=C)OC=1C=2N(C=C(N1)C=1C(=NC=C(C=O)C1)OC)C=CN2 5-(8-(but-3-en-1-yloxy)imidazo[1,2-a]pyrazin-6-yl)-6-methoxynicotinaldehyde